N1C(N2CC(NC=3C=CC=C1C23)=O)=O 4H-imidazo[1,5,4-de]quinoxaline-2,5(1H,6H)-dione